N-aminomorpholine (rac)-ethyl-2-(4-fluoro-6-oxo-pyridazin-1-yl)propanoate C(C)OC([C@@H](C)N1N=CC(=CC1=O)F)=O.NN1CCOCC1 |r|